2-[1-[2-(2,6-dioxo-3-piperidinyl)-1,3-dioxo-isoindolin-5-yl]-4-piperidinyl]acetaldehyde O=C1NC(CCC1N1C(C2=CC=C(C=C2C1=O)N1CCC(CC1)CC=O)=O)=O